2-[[4-[3-Oxo-1-piperazinyl]-6-[[(4-(ethylsulfonylamino)phenyl)methyl]amino]-2-pyrimidinyl]amino]-4-methyl-5-thiazolecarboxylic acid, ethyl ester O=C1CN(CCN1)C1=NC(=NC(=C1)NCC1=CC=C(C=C1)NS(=O)(=O)CC)NC=1SC(=C(N1)C)C(=O)OCC